1-(4-(5-chloro-7-fluoro-6-(5-hydroxy-1-methyl-1H-indazol-7-yl)benzo[c]isothiazol-3-yl)piperazin-1-yl)prop-2-en-1-one ClC1=CC=2C(=NSC2N2CCN(CC2)C(C=C)=O)C(=C1C=1C=C(C=C2C=NN(C12)C)O)F